tert-butyl N-[[6-(aminomethyl)-1H-pyrrolo[2,3-b]pyridin-2-yl]methyl]-N-(cyclobutylmethyl)carbamate NCC1=CC=C2C(=N1)NC(=C2)CN(C(OC(C)(C)C)=O)CC2CCC2